N-secondary butylcarboxamide C(C)(CC)NC=O